5-(1-(6'-fluoro-[3,3'-bipyridin]-2-yl)piperidin-4-yl)-1-methyl-1H-1,2,4-triazol-3-amine FC1=CC=C(C=N1)C=1C(=NC=CC1)N1CCC(CC1)C1=NC(=NN1C)N